(Z)-3,5-dihydroxyl-4-isopropylstilbene OC=1C=C(C=C(C1C(C)C)O)\C=C/C1=CC=CC=C1